BrCCCCCCCCCCCCCCN1C(C2=CC=CC=C2C1=O)=O 2-(14-bromotetradecyl)isoindolin-1,3-dione